C1(=CC=CC=C1)C(C=C)=CCC 3-phenylhexadiene